(E)-3-methyl-5-(2,2,3-trimethylcyclopent-3-en-1-yl)-pent-4-en-2-ol CC(C(C)O)\C=C\C1C(C(=CC1)C)(C)C